3-[4-(2-Aminoethylcarbamoyl)phenyl]-1-sulfamoyl-pyrrole-2-carboxylic acid hydrochloride Cl.NCCNC(=O)C1=CC=C(C=C1)C1=C(N(C=C1)S(N)(=O)=O)C(=O)O